7-fluoro-8-((tetrahydrofuran-3-yl)amino)-3,4-dihydroisoquinoline-2(1H)-carboxylic acid tert-butyl ester C(C)(C)(C)OC(=O)N1CC2=C(C(=CC=C2CC1)F)NC1COCC1